C(C)(C)N1N=CC=2C1=NC(=NC2)C(=O)N[C@@H]2C(NC1=C(CC2)C=C(C=C1F)F)=O 1-isopropyl-N-[(3S)-7,9-difluoro-2-oxo-1,3,4,5-tetrahydro-1-benzazepin-3-yl]pyrazolo[3,4-d]pyrimidine-6-carboxamide